CC(C([2H])([2H])C1=CC(=NC=C1)C1=CC=CC2=C1OC1=NC(=CC=C12)C([2H])([2H])[2H])(C)C 8-(4-(2,2-dimethylpropyl-1,1-d2)pyridin-2-yl)-2-(methyl-d3)benzofuro[2,3-b]pyridine